C(C(C)(C)C)C1=NC=C2N1C=CN=C2 3-neopentyl-imidazo[1,5-a]pyrazine